N[C@@H]1CN(CC[C@H]1F)C1=NC2=C(N1CC(=O)N1C(COCC1)CC)C=C(C=C2)F 2-(2-((3R,4R)-3-Amino-4-fluoropiperidin-1-yl)-6-fluoro-1H-benzo[d]imidazol-1-yl)-1-(3-ethylmorpholino)ethan-1-on